C(C)(=O)N1CC=2C=CC(=NC2CC1(C(=O)OC)C(=O)OC)Cl Dimethyl 6-acetyl-2-chloro-5,8-dihydro-1,6-naphthyridin-7,7(6H)-dicarboxylate